4-hydroxy-2,2,6,6-tetramethyl-1-piperidineethanol tert-butyl-4-(6-(tert-butylsulfonyl)-7-methoxyimidazo[1,2-a]pyridin-3-yl)-6-nitro-1H-indazole-1-carboxylate C(C)(C)(C)C1=NN(C2=CC(=CC(=C12)C1=CN=C2N1C=C(C(=C2)OC)S(=O)(=O)C(C)(C)C)[N+](=O)[O-])C(=O)OCCN2C(CC(CC2(C)C)O)(C)C